FC(C1=CC=C(C=C1)[C@H](C)C1CN(C1)C(=O)N1C[C@@H]2[C@@H](OCC(N2)=O)CC1)(F)F |o1:8| (4aR,8aS)-6-(3-((R or S)-1-(4-(Trifluoromethyl)phenyl)ethyl)azetidine-1-carbonyl)hexahydro-2H-pyrido[4,3-b][1,4]oxazin-3(4H)-one